(2-{2-[4-(5-fluoro-1-methylindazol-6-yl)pyrazolo[4,3-c]pyridin-1-yl]acetamido}acetamido)acetic acid FC=1C=C2C=NN(C2=CC1C1=NC=CC2=C1C=NN2CC(=O)NCC(=O)NCC(=O)O)C